2-(2-Cyclohexylethyl)benzene-1,3-diol C1(CCCCC1)CCC1=C(C=CC=C1O)O